2,2-Dichloro-5-(piperazin-1-yl)-2,3-dihydro-1,4-benzodioxine ClC1(COC2=C(O1)C=CC=C2N2CCNCC2)Cl